N1(C=NC=C1)[C@@H]1CC2=CC[C@H]3[C@@H]4CC=C([C@@]4(C)CC[C@@H]3[C@]2(CC1)C)N1C=NC2=C1C=CC=C2 3β-(1H-imidazol-1-yl)-17-(1H-benzimidazol-1-yl)androsta-5,16-diene